N-(3-(cyclopropanesulfonamido)-4-hydroxyphenyl)-6-(4-fluorophenyl)nicotinamide tert-butyl-4-(4-bromo-3-methyl-1H-pyrazol-1-yl)piperidine-1-carboxylate C(C)(C)(C)OC(=O)N1CCC(CC1)N1N=C(C(=C1)Br)C.C1(CC1)S(=O)(=O)NC=1C=C(C=CC1O)NC(C1=CN=C(C=C1)C1=CC=C(C=C1)F)=O